CC1(C2=CC=CC=C2C=2C=CC(=CC12)C1=NC(=NC(=N1)C1=CC=2C(C3=CC=CC=C3C2C=C1)(C)C)C1=CC2=CC=CC=C2C=C1)C 2,4-bis(9,9-dimethyl-9H-fluoren-2-yl)-6-(naphthalen-2-yl)-1,3,5-triazine